CNC1=CC(=C(C=C1)N1CCC(CC1)C1=NN=CN1C)C=1C=NC=CC1 N-methyl-4-(4-(4-methyl-4H-1,2,4-triazol-3-yl)piperidin-1-yl)-3-(pyridin-3-yl)aniline